N-[2-hydroxy-1,1-bis(hydroxymethyl)ethyl]propenamide OCC(CO)(CO)NC(C=C)=O